diethanol aminopropyl-stearate NCCCC(C(=O)O)CCCCCCCCCCCCCCCC.C(C)O.C(C)O